BrC=1N(C2=CC(=C(C=C2C1N(C)C)Br)Br)C 2,5,6-tribromo-1-methyl-3-dimethylaminoindole